CC1=NOC(=C1COC1=C(C=C(C(=O)NC=2SC=C(N2)C=2SC=CC2)C=C1)[N+](=O)[O-])C 4-((3,5-dimethylisoxazol-4-yl)methoxy)-3-nitro-N-(4-(thiophen-2-yl)thiazol-2-yl)benzamide